COC1(CCN(CC1)C1C(CCCCC1)OC=1C=C2CN(C(C2=CC1)=O)C1C(NC(CC1)=O)=O)C 3-(5-((2-(4-methoxy-4-methylpiperidin-1-yl)cycloheptyl)oxy)-1-oxoisoindolin-2-yl)piperidine-2,6-dione